C(=O)(OC(C)(C)C)N(C)CC(=O)O N-Boc-L-sarcosine